BrCC(=O)C=1C=NC(=CC1)C(F)(F)F 2-bromo-1-(6-(trifluoromethyl)pyridin-3-yl)ethan-1-one